CC1=CC(=C(C=C1)N)N 3,4-toluenediamine